ClC1=CC=C(C(=N1)C1=NOC(N1)=O)O[C@H](C)C=1C=C(C=C2C(C(=C(OC12)C1=NC(=CC=C1)F)C)=O)C 3-[6-Chloro-3-[(1R)-1-[2-(6-fluoro-2-pyridyl)-3,6-dimethyl-4-oxo-chromen-8-yl]ethoxy]-2-pyridyl]-4H-1,2,4-oxadiazol-5-one